2-(1H-benzo[d][1,2,3]triazol-1-yl)-N-(4-(3,5-dicyclohexyl-1H-pyrazol-1-yl)-3-fluorophenyl)acetamide N1(N=NC2=C1C=CC=C2)CC(=O)NC2=CC(=C(C=C2)N2N=C(C=C2C2CCCCC2)C2CCCCC2)F